1,3,5-tris(4-t-butyl-5-ethyl-3-hydroxy-2-methylbenzyl)-1,3,5-triazine-2,4,6(1H,3H,5H)-trion C(C)(C)(C)C1=C(C(=C(CN2C(N(C(N(C2=O)CC2=C(C(=C(C(=C2)CC)C(C)(C)C)O)C)=O)CC2=C(C(=C(C(=C2)CC)C(C)(C)C)O)C)=O)C=C1CC)C)O